3-methylhept-5-enal CC(CC=O)CC=CC